Tert-butyl (7-oxo-7-((2,4,6-trifluorophenyl) amino) heptyl)carbamate O=C(CCCCCCNC(OC(C)(C)C)=O)NC1=C(C=C(C=C1F)F)F